2-(3-(2,6-Dioxopiperidin-3-yl)-1H-indazol-1-yl)-N-(1-methyl-1H-pyrazol-5-yl)-acetamide O=C1NC(CCC1C1=NN(C2=CC=CC=C12)CC(=O)NC1=CC=NN1C)=O